[PH4+].[NH4+] (ammonium), phosphonium salt